ClC=1C(=C(C=NC1C(F)(F)F)NCC=1C=C2N=CC=NC2=CC1)N1CCNCC1 5-Chloro-4-(piperazin-1-yl)-N-(quinoxalin-6-ylmethyl)-6-(trifluoromethyl)pyridin-3-amine